C1(=CC=CC=2OC3=C(C21)C=CC=C3)C=3C(=C2C(=CC3)N=C3C=CC1=C4C=CC=CC4=NC1=C32)C3=C(C=CC=C3)C=3C(=CC=CC3)C3=CC=CC=C3 (dibenzofuranyl)(terphenylyl)indolocarbazole